CC1=CN=C(N=N1)N[C@@H]1C[C@H](CC1)NC1=CC=C(C=N1)N1C(C(=CC=C1)C(F)(F)F)=O 6'-(((1S,3S)-3-((6-Methyl-1,2,4-triazin-3-yl)amino)cyclopentyl)amino)-3-(trifluoromethyl)-2H-[1,3'-bipyridin]-2-one